tert-butyl 6-(6-((4-chlorobenzoyl) amino) pyridine-2-carbonyl)-2-azaspiro[3.3]heptane-2-carboxylate ClC1=CC=C(C(=O)NC2=CC=CC(=N2)C(=O)C2CC3(CN(C3)C(=O)OC(C)(C)C)C2)C=C1